CC1=NNC(=C1C1=CC=C(NC([C@H](C2C(C2(C)C)(C)C)NC(=O)C=2N(N=CC2)C)=O)C=C1)C N-[(1S)-2-[4-(3,5-dimethyl-1H-pyrazol-4-yl)anilino]-2-oxo-1-(2,2,3,3-tetramethylcyclopropyl)ethyl]-2-methyl-pyrazole-3-carboxamide